FCCOCC1=C(N)C=C(C=C1)C 2-((2-Fluoroethoxy)methyl)-5-methylaniline